3-fluoro-N-[4'-(3-hydroxy-3-methylbut-1-yn-1-yl)biphenyl-2-yl]carboxamide FC=1C(=C(C=CC1)C1=CC=C(C=C1)C#CC(C)(C)O)NC=O